tert-Butyl[(1R,3R,4S)-3-({[tert-butyl(dimethyl)silyl]oxy}methyl)-4-hydroxycyclopentyl]carbamate C(C)(C)(C)OC(N[C@@H]1C[C@@H]([C@H](C1)O)CO[Si](C)(C)C(C)(C)C)=O